CCCCC/C=C\\C/C=C\\CCCCCCCCCC(=O)OC(CC(=O)[O-])C[N+](C)(C)C The molecule is an O-acylcarnitine having (11Z,14Z)-eicosadienoyl as the acyl substituent. It has a role as a metabolite. It is an O-acylcarnitine, an ammonium betaine and a carboxylic ester. It derives from a carnitine.